C1(CC1)C=1C(=NON1)C(=O)N[C@H](C(=O)NC1=NC=CC(=C1)C(N1C(N[C@@H](C1)C(F)(F)F)=O)C1CC1)C1CCC(CC1)(F)F 4-Cyclopropyl-N-((S)-2-((4-(cyclopropyl((S)-2-oxo-4-(trifluoromethyl)imidazolidin-1-yl)methyl)pyridin-2-yl)amino)-1-(4,4-difluorocyclohexyl)-2-oxoethyl)-1,2,5-oxadiazole-3-carboxamide